1-propylamine hydrochloride Cl.C(CC)N